5-(2-(2-aminopyridin-3-yl)-3-(4-(hydroxymethyl)phenyl)-3H-imidazo[4,5-b]pyridin-5-yl)-1-(fluoromethyl-d2)pyridin-2(1H)-one NC1=NC=CC=C1C1=NC=2C(=NC(=CC2)C=2C=CC(N(C2)C([2H])([2H])F)=O)N1C1=CC=C(C=C1)CO